2-oxo-4-chloropyridin O=C1NC=CC(=C1)Cl